5-(4-nitrophenyl)-2-(4-(trifluoromethoxy)phenyl)-2H-tetrazole [N+](=O)([O-])C1=CC=C(C=C1)C=1N=NN(N1)C1=CC=C(C=C1)OC(F)(F)F